bis(mercaptomethyl)-3,6,9-trithiaundecane SCC(CSCCSCCSCC)CS